potassium 3-[2-(3-hydroxy-2-methylpropoxy)-5-methyl-[1,3,2]dioxasilinan-2-yl]propanethiolate OCC(CO[Si]1(OCC(CO1)C)CCC[S-])C.[K+]